4,4-bis(4-bromophenyl)-2,5-dioxoimidazolidin BrC1=CC=C(C=C1)C1(NC(NC1=O)=O)C1=CC=C(C=C1)Br